C(C)C1=CC(=CC2=CN(N=C12)C)C1=CC2=C(N=C(S2)C2CCNCC2)C=C1 6-(7-ethyl-2-methyl-2H-indazol-5-yl)-2-(piperidin-4-yl)-1,3-benzothiazole